3-(3,4-dimethoxyphenyl)-2-methyl-5-(piperidin-4-yl)-1H-pyrrolo[3,2-b]pyridine COC=1C=C(C=CC1OC)C1=C(NC=2C1=NC(=CC2)C2CCNCC2)C